CCCCCCCCCCCCCCCOCC(=O)COP(=O)([O-])[O-] The molecule is a 1-alkylglycerone 3-phosphate(2-) obtained by deprotonation of the phosphate OH groups of 1-pentadecylglycerone 3-phosphate; major species at pH 7.3. It is a conjugate base of a 1-pentadecylglycerone 3-phosphate.